C(C)(C)(C)C1CCN(CC1)C(=O)NC1=CC(=C(C(=C1)C=1N=NN(N1)C(C1=CC=CC=C1)(C1=CC=CC=C1)C1=CC=CC=C1)N1C=NC(=C1)C(C)(C)C)F 4-(tert-butyl)-N-(4-(4-(tert-butyl)-1H-imidazol-1-yl)-3-fluoro-5-(2-trityl-2H-tetrazol-5-yl)phenyl)piperidine-1-carboxamide